3-(3-bromo-2,5-dioxo-2,5-dihydro-1H-pyrrol-1-yl)-1-methylpiperidine-2,6-dione BrC=1C(N(C(C1)=O)C1C(N(C(CC1)=O)C)=O)=O